(R)-O-((2,2-Dimethyl-1,3-dioxolan-4-yl)methyl)hydroxylamine methyl-4-(cyclopropylmethoxy)-2,6-difluorobenzoate COC(C1=C(C=C(C=C1F)OCC1CC1)F)=O.CC1(OC[C@@H](O1)CON)C